COC(C1CCN(CC1)C1=C(C=CC=2N(C(N(C21)C)=O)C2C(N(C(CC2)=O)CC2=CC=C(C=C2)OC)=O)OC)OC 3-(4-(4-(Dimethoxymethyl)piperidin-1-yl)-5-methoxy-3-methyl-2-oxo-2,3-dihydro-1H-benzo[d]imidazol-1-yl)-1-(4-methoxybenzyl)piperidine-2,6-dione